glycyl-L-prolyl-L-arginyl-L-proline NCC(=O)N1[C@@H](CCC1)C(=O)N[C@@H](CCCNC(N)=N)C(=O)N1[C@@H](CCC1)C(=O)O